4-[5-[(4-cyclopropyl-1-tetrahydropyran-2-yl-indazol-5-yl)amino]-1-methyl-1,2,4-triazol-3-yl]Benzoic acid C1(CC1)C1=C2C=NN(C2=CC=C1NC1=NC(=NN1C)C1=CC=C(C(=O)O)C=C1)C1OCCCC1